ClC1=CC=C(C=C1)/C=C/C(=O)NC(CC1=NC=CC=C1)C(NCC(N1CCC(CC1)OC1=NC=NC(=C1)C(F)(F)F)=O)=O (E)-3-(4-chloro-phenyl)-N-(1-{2-oxo-2-[4-(6-trifluoromethyl-pyrimidin-4-yloxy)-piperidin-1-yl]-ethylcarbamoyl}-2-pyridin-2-yl-ethyl)-acrylamide